COC1=CC(=C(C=C1)C(=O)C2=CC=CC=C2)O The molecule is a hydroxybenzophenone that is benzophenone which is substituted at the 2- and 4-positions of one of the benzene rings by hydroxy and methoxy groups respectively. It has a role as a dermatologic drug, a protective agent, an ultraviolet filter, a xenobiotic and an environmental contaminant. It is a hydroxybenzophenone and a monomethoxybenzene.